N-hydroxy-p-methoxy-phenylglycine ONC(C1=CC=C(C=C1)OC)C(=O)O